2-(hydroxyethyl)piperidine-1-carboxylic acid tert-butyl ester C(C)(C)(C)OC(=O)N1C(CCCC1)CCO